butyl cyanoacetate C(#N)CC(=O)OCCCC